N-(4-Amino-1-cyclopropyl-3,4-dioxobutan-2-yl)-3-(2-isobutyramido-2-(oxetan-3-yl)acetyl)-6,6-dimethyl-3-azabicyclo[3.1.0]hexane-2-carboxamide NC(C(C(CC1CC1)NC(=O)C1C2C(C2CN1C(C(C1COC1)NC(C(C)C)=O)=O)(C)C)=O)=O